FC1(CC1)C(=O)N[C@@H]1[C@H](N(C(C1)=O)C=1C=C2C=NN(C2=CC1)C1=CC=C(C=C1)F)C1=CC=CC=C1 1-fluoro-N-[(2R,3S)-1-[1-(4-fluorophenyl)indazol-5-yl]-5-oxo-2-phenyl-pyrrolidin-3-yl]cyclopropanecarboxamide